(2-(2,6-dioxopiperidin-3-yl)-3-oxoisoindolin-5-yl)methyl(5-ethoxy-2-fluoro-4-methyl phenyl)carbamate O=C1NC(CCC1N1CC2=CC=C(C=C2C1=O)OC(N(C1=C(C=C(C(=C1)OCC)C)F)C)=O)=O